OCC1(CCC1)NC=1C2=C(N=C(N1)N1CC3=CC=C(C=C3CC1)N1C(OCC1)=O)CC[S@]2=O (R)-3-(2-(4-((1-(hydroxymethyl)cyclobutyl)amino)-5-oxido-6,7-dihydrothieno[3,2-d]pyrimidin-2-yl)-1,2,3,4-tetrahydroisoquinolin-6-yl)oxazolidin-2-one